8-(4-(4-(5-(2-(2,6-dioxopiperidin-3-yl)-1-oxoisoindolin-4-yl)pentyl)piperazin-1-yl)piperidin-1-yl)-9-ethyl-6,6-dimethyl-11-oxo-6,11-dihydro-5H-benzo[b]carbazole-3-carbonitrile O=C1NC(CCC1N1C(C2=CC=CC(=C2C1)CCCCCN1CCN(CC1)C1CCN(CC1)C=1C(=CC2=C(C(C=3NC4=CC(=CC=C4C3C2=O)C#N)(C)C)C1)CC)=O)=O